ClC1=C(C(=CC=C1)Cl)C1=C2NC(=C1)C=C1C=CC(=N1)C=C1C=CC(N1)=CC=1C=CC(N1)=C2 (2,6-dichlorophenyl)porphyrin